SC1=C(C(=C(C=C1)S)S)S 1,2,3,4-Tetramercaptobenzol